Ethyl cis-3-(6-((6-methoxy-2-methyl-1,2,3,4-tetrahydroisoquinolin-7-yl)amino)-1H-pyrazolo[3,4-d]pyrimidin-1-yl)cyclohexane-1-carboxylate COC=1C=C2CCN(CC2=CC1NC1=NC=C2C(=N1)N(N=C2)[C@H]2C[C@H](CCC2)C(=O)OCC)C